COC(=O)C=1C(=NC=C(C1)C)N.C1(=CC=CC=C1)P(=O)(C1=CC=CC=C1)C1=C(O)C=CC(=C1)O 2-(diphenyl-phosphoryl)hydroquinone methyl-2-amino-5-methyl-pyridine-3-carboxylate